methyl 3-(2-amino-6-butanoyl-3-cyano-5,6,7,8-tetrahydro-1,6-naphthyridin-4-yl)benzoate NC1=NC=2CCN(CC2C(=C1C#N)C=1C=C(C(=O)OC)C=CC1)C(CCC)=O